tert-butyl 5-((2-amino-5-cyanopyrimidin-4-yl)amino)-3,4-dihydroisoquinoline-2(1H)-carboxylate NC1=NC=C(C(=N1)NC1=C2CCN(CC2=CC=C1)C(=O)OC(C)(C)C)C#N